N,N'-dinitroso-phthalamide N(=O)NC(C=1C(C(=O)NN=O)=CC=CC1)=O